ClCC1=CC2=C(O1)C=CC1=CC=CC=C12 2-(chloromethyl)naphtho[2,1-b]furan